CC1=CC(=NN1C1=NC(=CC=C1S(=O)C)N1C=NC2=C1C=C(C=C2)NC=2N=NC(=CC2)C)C#N 5-Methyl-1-[6-[6-[(6-methylpyridazin-3-yl)amino]benzimidazol-1-yl]-3-methylsulfinyl-2-pyridyl]pyrazole-3-carbonitrile